tert-butyl (2R,5S)-4-benzyl-5-(((3R,5R)-3,5-dimethylmorpholino) methyl)-2-methylpiperazine-1-carboxylate C(C1=CC=CC=C1)N1C[C@H](N(C[C@@H]1CN1[C@@H](COC[C@H]1C)C)C(=O)OC(C)(C)C)C